5,6-dimethyl-4-heptanone CC(C(CCC)=O)C(C)C